C(C)(C)(C)OC(=O)N(CCCCOS(=O)(=O)C1=CC=C(C=C1)C)C 4-methylbenzenesulfonic acid 4-((tert-butoxycarbonyl) (Methyl)amino)butyl ester